ClC=1C=C(C=CC1F)NC(N(C)C(C)C1=CNC(C2=CC=C(C=C12)OC)=O)=O 3-(3-chloro-4-fluorophenyl)-1-(1-(6-methoxy-1-oxo-1,2-dihydroisoquinolin-4-yl)ethyl)-1-methyl-urea